C(C)(C)(C)OC(=O)N(CCC1=CC=C(C=C1)C=1C=C(C2=CN(N=C2C1Cl)[C@@H](C(=O)OCC)C1=C2N(C=N1)C[C@@H](C2)F)Cl)CCOC |&1:26| rac-Ethyl 2-(6-(4-(2-((tert-butoxycarbonyl)(2-methoxyethyl)amino)ethyl)phenyl)-4,7-dichloro-2H-indazol-2-yl)-2-((R)-6-fluoro-6,7-dihydro-5H-pyrrolo[1,2-c]imidazol-1-yl)acetate